(2S,3S,4R,5R)-5-(2-(5-cyanothiophen-2-yl)-6-(methylamino)-9H-purin-9-yl)-N-ethyl-3,4-dihydroxytetrahydrofuran-2-carboxamide C(#N)C1=CC=C(S1)C1=NC(=C2N=CN(C2=N1)[C@H]1[C@@H]([C@@H]([C@H](O1)C(=O)NCC)O)O)NC